C(C)(=O)OC=1C(=NC=CC1OC)C(N[C@H](C(=O)N[C@H](C(C1=CC=C(C=C1)OC)C1=CC=C(C=C1)OC)C)CCSC)=O 2-(((S)-1-(((S)-1,1-bis(4-methoxyphenyl)propan-2-yl)amino)-4-(methylthio)-1-oxobutan-2-yl)carbamoyl)-4-methoxypyridin-3-yl acetate